4-ethyl-4-aza-pentacyclo[10.2.1.11,8.02,7.09,14]-11-hexadecene-3-one C(C)N1C(C2C34C5CC(=CCC5C(C2CC1)C4)C3)=O